2-((((1-((4-bromophenyl)thio)-3-(phenylthio)propan-2-yl)oxy)carbonyl)amino)ethyl acrylate C(C=C)(=O)OCCNC(=O)OC(CSC1=CC=C(C=C1)Br)CSC1=CC=CC=C1